NC1=NC=2C=CC=CC2C2=C1N=C(N2CC=2C=C(C=CC2)NC(OC(C)(C)C)=O)CCCC Tert-butyl (3-((4-amino-2-butyl-1H-imidazo[4,5-c]quinoline-1-yl)methyl)phenyl)carbamate